6-(3,5-dimethylpyrazol-1-yl)-2-[[1-(2-methylbenzoyl)azetidin-3-yl]methyl]pyridazin-3-one CC1=NN(C(=C1)C)C=1C=CC(N(N1)CC1CN(C1)C(C1=C(C=CC=C1)C)=O)=O